(tert-butyl 2-((6-amino-9-(3-((hydroxy(methoxy)phosphoryl)methyl)benzyl)-9H-purin-2-yl)oxy)ethyl)carbamate C(C)(C)(C)C(CNC([O-])=O)OC1=NC(=C2N=CN(C2=N1)CC1=CC(=CC=C1)CP(=O)(OC)O)N